1-(2-chloroethyl)-1,4-dihydro-5H-tetrazol-5-one ClCCN1N=NNC1=O